[2-(9H-fluoren-9-ylmethoxycarbonyl)-7-[(3S)-3-(morpholinomethyl)-3,4-dihydro-1H-isoquinoline-2-carbonyl]-3,4-dihydro-1H-isoquinolin-6-yl]-1,2-dimethyl-pyrrole-3-carboxylic acid C1=CC=CC=2C3=CC=CC=C3C(C12)COC(=O)N1CC2=CC(=C(C=C2CC1)C=1C(=C(N(C1)C)C)C(=O)O)C(=O)N1CC2=CC=CC=C2C[C@H]1CN1CCOCC1